3-(2-fluoro-4'-((1-methyl-1H-pyrazol-3-yl)methoxy)-[1,1'-biphenyl]-3-yl)piperidine-2,6-dione FC1=C(C=CC=C1C1C(NC(CC1)=O)=O)C1=CC=C(C=C1)OCC1=NN(C=C1)C